COCCN(C(=O)Cl)C N-(2-methoxyethyl)-N-methyl-carbamoyl chloride